(5-((2-(1,4-oxaazepan-4-yl)ethyl)carbamoyl)-2-methylpyridin-3-yl)-2-(1-methyl-1H-pyrazol-4-yl)pyrazolo[5,1-b]Thiazole-7-carboxamide O1CCN(CCC1)CCNC(=O)C=1C=C(C(=NC1)C)C=1N2C(SC1C=1C=NN(C1)C)=C(C=N2)C(=O)N